N-(1-(3-chlorophenyl)-2-hydroxyethyl)-1-(2-((3-fluoro-2-methoxyphenyl)amino)-5-methylpyrimidin-4-yl)-1H-pyrrole-3-carboxamide ClC=1C=C(C=CC1)C(CO)NC(=O)C1=CN(C=C1)C1=NC(=NC=C1C)NC1=C(C(=CC=C1)F)OC